C[Si](C)(C)C#CC=1C=CC(=NC1)CCO 2-(5-((trimethylsilyl)ethynyl)pyridin-2-yl)ethan-1-ol